methyl 5-bromoisoquinoline-8-carboxylate BrC1=C2C=CN=CC2=C(C=C1)C(=O)OC